CC=1N=CC(=NC1)OCCN(CCC(C(=O)O)NC(CC1=CC=CC=C1)=O)CCCCC1=NC=2NCCCC2C=C1 4-[2-(5-methylpyrazin-2-yl)oxyethyl-[4-(5,6,7,8-tetrahydro-1,8-naphthyridin-2-yl)butyl]amino]-2-[(2-phenylacetyl)amino]butanoic acid